OC1=C(C=NC2=CC(=C(C=C12)OC)OCCCOC)C#N 4-hydroxy-6-methoxy-7-(3-methoxypropoxy)quinoline-3-carbonitrile